C(C)(=O)N1CC(CC1)OC=1N=CC(=NC1CC)C1=CNC2=C(C=CC=C12)C#N 3-(5-((1-acetylpyrrolidin-3-yl)oxy)-6-ethylpyrazin-2-yl)-1H-indole-7-carbonitrile